O=S1(C(CC1)CC=1C(=NC=C(C#N)C1)C=O)=O 5-((1,1-dioxidothietan-2-yl)methyl)-6-formylnicotinonitrile